2-(6,7-dihydro-5H-pyrrolo[1,2-c]imidazol-1-yl)-2-(4-fluoro-1-oxo-6-(4-(piperazin-1-yl)phenyl)isoindolin-2-yl)-N-(thiazol-2-yl)acetamide hydrochloride Cl.C1(=C2N(C=N1)CCC2)C(C(=O)NC=2SC=CN2)N2C(C1=CC(=CC(=C1C2)F)C2=CC=C(C=C2)N2CCNCC2)=O